CC(C=CC1C2C=CC(C1)C2)CCC 5-(3-methyl-hexenyl)-2-norbornene